NC(CC)C=1C=NC=CC1 3-(amino-2-methylethyl)pyridine